CC[C@H](CCCCCCCC)O |r| 3-(R/S)-undecanol